2-(hydroxymethyl)-3-methyl-5-(2-methyl-4-(6-(trifluoromethyl)quinazolin-2-yl)phenyl)-6,7-dihydropyrazolo[1,5-a]pyrazin-4(5H)-one OCC1=NN2C(C(N(CC2)C2=C(C=C(C=C2)C2=NC3=CC=C(C=C3C=N2)C(F)(F)F)C)=O)=C1C